1-(2-methyl-4-phenoxyphenyl)-3-phenylurea CC1=C(C=CC(=C1)OC1=CC=CC=C1)NC(=O)NC1=CC=CC=C1